1-methyl-4-[3-(4,4,5,5-tetramethyl-[1,3,2]dioxaborolan-2-yl)-benzyl]-piperazine CN1CCN(CC1)CC1=CC(=CC=C1)B1OC(C(O1)(C)C)(C)C